7-bromo-6-chloro-5-(2,6-difluorophenyl)-1,3-dihydro-1,4-benzodiazepin-2-one BrC=1C=CC2=C(C(=NCC(N2)=O)C2=C(C=CC=C2F)F)C1Cl